FC=1C=C(C=C(C1)F)C1CCC=2N1N=C(N2)NC([C@@H](C)O)=O (2R)-N-(5-(3,5-difluorophenyl)-6,7-dihydro-5H-pyrrolo[1,2-b][1,2,4]triazol-2-yl)-2-hydroxypropanamide